FP1OC2=C(C(C3=C(O1)C(=CC(=C3)C(C)(C)C)C(C)(C)C)C)C=C(C=C2C(C)(C)C)C(C)(C)C 6-fluoro-2,4,8,10-tetra-tert-butyl-12-methyldibenzo[d,g][1,3,2]dioxaphosphocin